[Si](C)(C)(C(C)(C)C)OCC(C=1N(C=CN1)C1CC1)NS(=O)C(C)(C)C N-(2-((tert-butyldimethylsilyl)oxy)-1-(1-cyclopropyl-1H-imidazol-2-yl)ethyl)-2-methylpropane-2-sulfinamide